FC=1C=C(C=NC1O)N1C(=NC2=C(C1=O)SC=N2)SCC2=CC=C(C=C2)C(F)(F)F 6-(5-Fluoro-6-hydroxypyridin-3-yl)-5-((4-(trifluoromethyl)benzyl)thio)thiazolo[4,5-d]pyrimidin-7(6H)-one